2,5-dimethyl-4-(methyl-d3)-4,5-dihydro-2H-[1,2,3]triazolo[4,5-c][1,7]naphthyridin-6-amine CN1N=C2C(C(N(C3=C(N=CC=C23)N)C)C([2H])([2H])[2H])=N1